OC1=CC=C(C=C1)C(C[TeH])C 1-hydroxy-4-(1-methylhydrotelluro-ethyl)benzene